C(C)(C)(C)OC(=O)NCCCCC/C=C/C=1C2=C(C(=NC1)N(C)C1=C(C=C(C=C1)OC)OC)C(=NN2[C@H]2C[C@@H](CCC2)C(=O)O)C=2C=NC1=CC=CC=C1C2 (1R,3R)-3-[7-[(E)-7-(tert-Butoxycarbonylamino)hept-1-enyl]-4-[(2,4-dimethoxyphenyl)-methylamino]-3-(3-quinolinyl)pyrazolo[4,3-c]pyridin-1-yl]cyclohexanecarboxylic acid